FC=1CN(C=CC1)O (2Z)-3-fluoro-N-hydroxy-pyridine